FC=1C=C(C=CC1F)SC=1C=CC(=C(C1)NC(=O)C1NC(CC1)=O)OC N-(5-((3,4-Difluorophenyl)thio)-2-methoxyphenyl)-5-oxopyrrolidine-2-carboxamide